ClC1=CC=C(C=C1)C=1N=C2N(C=CC=N2)C1CN1CC2COCC(C1)N2C(=O)C=2N=COC2C2CC2 (7-{[2-(4-chlorophenyl)imidazo[1,2-a]pyrimidin-3-yl]methyl}-3-oxa-7,9-diazabicyclo[3.3.1]non-9-yl)(5-cyclopropyl-1,3-oxazol-4-yl)methanone